C(C)OC(=O)C1(C(NC1C)C)C1=CC(=CC=C1)F 3-(3-fluorophenyl)-2,4-dimethyl-azetidine-3-carboxylic acid ethyl ester